3-methyloxetanamine CC1C(OC1)N